S(SCC(C(=O)N)NC(C)=O)CC(C(=O)N)NC(C)=O 3,3'-disulfanediylbis(2-acetamidopropionamide)